OC[C@@H]1CC[C@H](CC1)C(=O)N(C)OC trans-4-(hydroxymethyl)-N-methoxy-N-methylcyclohexane-1-carboxamide